BrCCC1=C(C(=CC=C1)Cl)Cl 1-(2-bromoethyl)-2,3-dichlorobenzene